FC1=C2CCO[C@H](C2=CC=C1)CNC (R)-1-(5-Fluoroisochroman-1-yl)-N-methylmethanamine